3-[(6-{[(1S,3S)-3-[(5-(difluoromethoxy)pyrimidin-2-yl)amino]cyclopentyl]amino}pyridin-3-yl)methyl]-4,5-dihydro-1,2,4-oxadiazol-5-one FC(OC=1C=NC(=NC1)N[C@@H]1C[C@H](CC1)NC1=CC=C(C=N1)CC1=NOC(N1)=O)F